IC1=CC=C2C(=NC=NC2=C1)NC1=NNC(=C1)CC(=O)N 2-(3-((7-iodoquinazolin-4-yl)amino)-1H-pyrazol-5-yl)acetamide